Cl.F[C@@H]1CNCCC1 (S)-3-fluoropiperidine hydrochloride salt